C(C=C)N(C(C(=O)OCC)=O)CC1=NC=C(C=N1)C1=CC=CC=C1 ethyl 2-(allyl ((5-phenylpyrimidin-2-yl) methyl) amino)-2-oxoacetate